NCCNCCC[Si](OCC)(OCC)OCC 3-(2-aminoethyl-amino)propyl-triethoxysilane